[P].[Sb].[Mo] molybdenum-antimony phosphorus